[(2S)-8-Chloro-2,3-dihydro-2-methyl-4H-1,4-benzoxazin-4-yl][2-methyl-5-(3-methyl-1H-1,2,4-triazol-1-yl)phenyl]methanone ClC1=CC=CC=2N(C[C@@H](OC21)C)C(=O)C2=C(C=CC(=C2)N2N=C(N=C2)C)C